trans-2-methyl-2-pentenaldoxime CC(C=NO)=CCC